NC1=C(C(=NN1C(C(F)(F)[2H])C)C1=CC=C(C=C1)C(C(=O)O)C)C#N 2-[4-[5-Amino-4-cyano-1-(2-deuterio-2,2-difluoro-1-methyl-ethyl)pyrazol-3-yl]phenyl]propanoic acid